C(C1=CC=CC=C1)OC(C)C1=NN2C(N=C(NC2=O)OCC#C)=C1C1=CC(=C(C(=C1)F)F)F 7-[1-(benzyloxy)ethyl]-2-(prop-2-yn-1-yloxy)-8-(3,4,5-trifluorophenyl)-3H-pyrazolo[1,5-a][1,3,5]triazin-4-one